henicosa-12,15-dien CCCCCCCCCCCC=CCC=CCCCCC